CN(S(=O)(=O)C1=CC=C(C=C1)C(C(F)(F)F)(O)O)C N,N-dimethyl-4-(2,2,2-trifluoro-1,1-dihydroxyethyl)benzenesulfonamide